ClC=1C=CC(=C(CN(C(=O)C=2C(=NN(C2F)C)C(F)F)C2CC2)C1)C(C)C N-(5-chloro-2-isopropylbenzyl)-N-cyclopropyl-3-(difluoromethyl)-5-fluoro-1-methyl-1H-pyrazole-4-formamide